ClC1=C(C=C2C=C(N=CC2=C1)NC(=O)[C@@H]1[C@H]([C@H]1C=1C=NN(C1)C)CC)[C@@H](CC#N)C (1R,2S,3R)-N-(7-chloro-6-((R)-1-cyanopropan-2-yl)isoquinolin-3-yl)-2-ethyl-3-(1-methyl-1H-pyrazol-4-yl)cyclopropane-1-carboxamide